[2H]C(C1CN(CCN1)C(=O)OC(C)(C)C)(O)[2H] tert-Butyl 3-(dideuterio(hydroxy)methyl)piperazine-1-carboxylate